The molecule is a 2,3-diacyl-sn-glycerol where oleoyl and alpha-linolenoyl form the 2- and 3-acyl groups respectively. It is a 1-alpha-linolenoyl-2-oleoylglycerol and a 2,3-diacyl-sn-glycerol. It is an enantiomer of a 1-alpha-linolenoyl-2-oleoyl-sn-glycerol. CCCCCCCC/C=C\\CCCCCCCC(=O)O[C@H](CO)COC(=O)CCCCCCC/C=C\\C/C=C\\C/C=C\\CC